C(CCCC)(=O)O[C@@H]1[C@](O[C@H](C1)N1C2=NC(=NC(=C2N=C1)N)F)(COC(CCCC)=O)C#C (2R,3S,5R)-5-(6-amino-2-fluoro-9H-purin-9-yl)-2-ethynyl-2-((pentanoyloxy)methyl)tetra-hydrofuran-3-yl pentanoate